(S)-7-methoxy-1-((5-oxopyrrolidin-2-yl)methoxy)isoquinoline-6-carbonitrile COC1=C(C=C2C=CN=C(C2=C1)OC[C@H]1NC(CC1)=O)C#N